C(C)(C)(C)OC(=O)N1CCN(CC1)[C@H](C(=O)O)C (2S)-2-[4-(tert-butoxycarbonyl)piperazin-1-yl]propionic acid